1-(4-bromophenyl) cyclopropane-1-carboxylate C1(CC1)C(=O)OC1=CC=C(C=C1)Br